N-[3-(7-{[(3S,4R)-3-fluoro-1-methylpiperidin-4-yl]amino}-3-(2,2,2-trifluoroethyl)pyrazolo[1,5-a]pyridin-2-yl)prop-2-yn-1-yl]-1-(methoxyethyl)-1H-pyrrole-3-carboxamide F[C@H]1CN(CC[C@H]1NC1=CC=CC=2N1N=C(C2CC(F)(F)F)C#CCNC(=O)C2=CN(C=C2)CCOC)C